aluminum-sodium water O.[Na].[Al]